CC=1SC(=C(N1)C)N 2,4-dimethylthiazol-5-amine